(S)-4-((1-(4-chloro-1-oxo-2-phenyl-8-(4-(piperazin-1-yl)phenyl)-1,2-dihydroisoquinolin-3-yl)ethyl)amino)pyrido[2,3-d]pyrimidin-5(8H)-one ClC1=C(N(C(C2=C(C=CC=C12)C1=CC=C(C=C1)N1CCNCC1)=O)C1=CC=CC=C1)[C@H](C)NC=1C2=C(N=CN1)NC=CC2=O